ClC=1C=C(CN(CC#N)C(CO)CO)C=CC1OCC=1C(=C(C=CC1)C1=CC=CC=C1)C 2-((3-chloro-4-((2-methyl-[1,1'-biphenyl]-3-yl)methoxy)benzyl)(1,3-dihydroxypropan-2-yl)amino)acetonitrile